4,4-dimethyl-2-propyl-7-(4-(trifluoromethyl)phenyl)-1,2,3,4-tetrahydroisoquinoline CC1(CN(CC2=CC(=CC=C12)C1=CC=C(C=C1)C(F)(F)F)CCC)C